2-butene-1,4-sultone C1C=CCOS1(=O)=O